C1(=CC=C(C=C1)P(C1=C(SC(=C1P(C1=CC=C(C=C1)C)C1=CC=C(C=C1)C)CCCC)CCCC)C1=CC=C(C=C1)C)C 3,4-bis(di-p-tolylphosphino)-2,5-di-n-butylthiophene